C1OC=2C=C(C=CC2O1)C(C)=NO 3',4'-(methylenedioxy)acetophenone oxime